N-[3-(5-chloro-1,3-benzoxazol-2-yl)-3-azaspiro[5.5]undecan-9-yl]-5-(trifluoromethyl)furan-2-carboxamide ClC=1C=CC2=C(N=C(O2)N2CCC3(CC2)CCC(CC3)NC(=O)C=3OC(=CC3)C(F)(F)F)C1